tert-butyl 7-bromo-5-formylthieno[3,2-b]pyridine-3-carboxylate BrC1=C2C(=NC(=C1)C=O)C(=CS2)C(=O)OC(C)(C)C